FC1=CC=C(C=C1)C(C)C=1C=C(C(NN1)=O)O 6-[1-(4-fluorophenyl)ethyl]-4-hydroxypyridazine-3(2H)-one